(1R,3R) or (1R,3S)-1-(1-(4-methoxyphenyl)ethyl)-5-oxo-pyrrolidine-3-carboxylic acid methyl ester COC(=O)[C@H]1CN(C(C1)=O)[C@H](C)C1=CC=C(C=C1)OC |o1:4|